C(C1=CC=CC=C1)(=O)N1CCC(CC1)CN1N=C2C3=C(CCC2=C1)OC(=C3C(F)(F)F)C(=O)O 2-[(1-benzoylpiperidin-4-yl)methyl]-8-(trifluoromethyl)-4,5-dihydro-2H-furo[2,3-g]indazole-7-carboxylic acid